(benzo[d]thiazole-2-yl)-7-hydroxy-2H-benzopyran-2-one S1C(=NC2=C1C=CC=C2)C=2C(OC1=C(C2)C=CC(=C1)O)=O